FC=1C(=NC=CC1)C1=CSC2=C1N=C(N=C2O)C=2N(C=CN2)C 7-(3-fluoropyridin-2-yl)-2-(1-methyl-1H-imidazol-2-yl)thieno[3,2-d]pyrimidin-4-ol